benzyl (S)-2-((tert-butoxycarbonyl)amino)-4-oxobutanoate C(C)(C)(C)OC(=O)N[C@H](C(=O)OCC1=CC=CC=C1)CC=O